ClC=1C=CC(=NC1)C1(OC2=C(O1)C=CC=C2CC2CCN(CC2)CC2=NC1=C(N2C[C@H]2OCC2)C=C(C=C1)C(=O)O)C 2-[(4-{[2-(5-chloropyridin-2-yl)-2-methyl-2H-1,3-benzodioxol-4-yl]methyl}piperidin-1-yl)methyl]-1-{[(2S)-oxetan-2-yl]methyl}-1H-1,3-benzodiazole-6-carboxylic acid